(4-(4-amino-7-(tetrahydrofuran-3-yl)imidazo[5,1-f][1,2,4]triazin-5-yl)benzyl)-5-fluoro-2-methoxybenzamide NC1=NC=NN2C1=C(N=C2C2COCC2)C2=CC=C(CC=1C(=C(C(=O)N)C=C(C1)F)OC)C=C2